CC1N(C(CCC1)C)CC(=O)O 2,6-dimethylpiperidylacetic acid